N,N'-bis(cyclohexyl)-N''-cyanoguanidine C1(CCCCC1)NC(=NC#N)NC1CCCCC1